O=C1NC(CCC1N1C(C2=CC=C(C=C2C1)CNC(=O)NC1=CC=C(C=C1)OC1CCC(CC1)CO)=O)=O 1-((2-(2,6-Dioxopiperidin-3-yl)-1-oxoisoindolin-5-yl)methyl)-3-(4-(((1r,4r)-4-(hydroxymethyl)cyclohexyl)oxy)phenyl)urea